5-(3,3-Difluoroazetidin-1-yl)pyridin-2-amine FC1(CN(C1)C=1C=CC(=NC1)N)F